heptadecan-9-yl 8-((1-hydroxy-2-methylpropan-2-yl)(6-oxo-6-(undecyloxy)hexyl) amino)octanoate OCC(C)(C)N(CCCCCCCC(=O)OC(CCCCCCCC)CCCCCCCC)CCCCCC(OCCCCCCCCCCC)=O